C(=O)C=1C(=C(C=C(C1)CC=C)C1=C(C=CC(=C1)CC=C)O)O 3-formyl-2,2'-dihydroxy-5,5'-di-2-propenylbiphenyl